NC(CCN(C(CCl)=O)NC(=O)[C@@H](CC(C)C)NC(=O)C1=NOC=C1)=O N-[(1R)-1-[[(3-Amino-3-oxo-propyl)-(2-chloroacetyl)amino]carbamoyl]-3-methyl-butyl]isoxazole-3-carboxamide